4-(3-(5-((6-(cyclopropylmethoxy)-2,3-difluorobenzyl)oxy)-2-fluoro-4-methoxyphenyl)ureido)thiophene-2,3-dicarboxylic acid dimethyl ester COC(=O)C=1SC=C(C1C(=O)OC)NC(=O)NC1=C(C=C(C(=C1)OCC1=C(C(=CC=C1OCC1CC1)F)F)OC)F